C(C=CCCCCC)(=O)[O-].[Sn+4].BrC=1C=C2C=CC(=NC2=C(C1)F)C1COCC1.C(C=CCCCCC)(=O)[O-].C(C=CCCCCC)(=O)[O-].C(C=CCCCCC)(=O)[O-] 6-bromo-8-fluoro-2-(tetrahydrofuran-3-yl)quinoline tin octeneate